C1(CC1)OC=1C=CC(=NC1)NC(=O)C=1C(=CC(=C(C1)NC(=O)C1=CN=C(S1)NC)C)F N-[5-[(5-cyclopropyloxypyridin-2-yl)carbamoyl]-4-fluoro-2-methylphenyl]-2-(methylamino)-1,3-thiazole-5-carboxamide